tert-butyl (R)-9-((tert-butoxycarbonyl)amino)-11-fluoro-10-nitro-1,2,4,4a,5,6-hexahydro-3H,12H-benzo[b]pyrazino[1,2-e][1,5]oxazocine-3-carboxylate C(C)(C)(C)OC(=O)NC=1C(=C(C2=C(OCC[C@H]3N(C2)CCN(C3)C(=O)OC(C)(C)C)C1)F)[N+](=O)[O-]